Sexiphenyl C1=CC=C(C=C1)C2=CC=C(C=C2)C3=CC=C(C=C3)C4=CC=C(C=C4)C5=CC=C(C=C5)C6=CC=CC=C6